CC=1C=C(N=NC1N1CC=2C=C(C=NC2CC1)CC(F)(F)F)C(=O)NCC1=CN=CS1 5-methyl-N-(thiazol-5-ylmethyl)-6-(3-(2,2,2-trifluoroethyl)-7,8-dihydro-1,6-naphthyridin-6(5H)-yl)pyridazine-3-carboxamide